BrC[B-](F)(F)F.[K+] potassium (bromomethyl)trifluoroborate